5-bromo-N,N,1-trimethyl-1H-pyrazole-3-carboxamide BrC1=CC(=NN1C)C(=O)N(C)C